((2R,3R,4R,5R,6R)-6-((3S,4R)-3-((tert-butoxycarbonyl)amino)-4-hydroxynonadecyl)-3,4,5-trihydroxytetrahydro-2H-pyran-2-yl)methyl 3-phenylpropanoate C1(=CC=CC=C1)CCC(=O)OC[C@H]1O[C@@H]([C@@H]([C@H]([C@H]1O)O)O)CC[C@@H]([C@@H](CCCCCCCCCCCCCCC)O)NC(=O)OC(C)(C)C